((6-(difluoromethoxy)-2-(2,2'-dimethyl-3'-(2-((S)-pyrrolidin-2-yl)-1H-imidazol-4-yl)-[1,1'-biphenyl]-3-yl)benzo[d]oxazol-5-yl)methyl)-L-proline methyl ester COC([C@H]1N(CCC1)CC=1C(=CC2=C(N=C(O2)C=2C(=C(C=CC2)C2=C(C(=CC=C2)C=2N=C(NC2)[C@H]2NCCC2)C)C)C1)OC(F)F)=O